1,2,3,4,10,14b-Hexahydro-2-methylpyrazino[2,1-a]pyrido[2,3-c][2]benzazepine CN1CCN2C(C1)C3=CC=CC=C3CC4=C2N=CC=C4